1-(Ethylphenyl)-1-phenylethane C(C)C1=C(C=CC=C1)C(C)C1=CC=CC=C1